ICCCC#CCC#CCC 10-iodo-3,6-decanediyne